4-acetyl-3-hydroxy-1-phenethyl-5-(4-morpholinylphenyl)-1,5-dihydro-2H-pyrrol-2-one C(C)(=O)C1=C(C(N(C1C1=CC=C(C=C1)N1CCOCC1)CCC1=CC=CC=C1)=O)O